ClC1=CC=C(C=C1)C1=C(COC(C1)(C)C)CN1CCN(CC1)CC=1C=C2C(N(C(C2=CC1)=O)C1C(NC(CC1)=O)=O)=O 5-((4-((4-(4-chlorophenyl)-6,6-dimethyl-5,6-dihydro-2H-pyran-3-yl)methyl)piperazin-1-yl)methyl)-2-(2,6-dioxopiperidin-3-yl)isoindoline-1,3-dione